4-benzyloxy-2-(5-tert-butyl-4-chloro-2-methyl-pyrazol-3-yl)-1,6-naphthyridine-5-carbonitrile C(C1=CC=CC=C1)OC1=CC(=NC=2C=CN=C(C12)C#N)C=1N(N=C(C1Cl)C(C)(C)C)C